4-{4-[(3-fluorobenzyl)oxy]piperidin-1-yl}-1-methyl-2-oxo-1,2-dihydroquinoline-3-carbonitrile FC=1C=C(COC2CCN(CC2)C2=C(C(N(C3=CC=CC=C23)C)=O)C#N)C=CC1